3-(3-Chloro-4-fluorophenyl)-1-ethyl-1-((1-oxo-1,2-dihydroisoquinolin-4-yl)methyl)urea ClC=1C=C(C=CC1F)NC(N(CC1=CNC(C2=CC=CC=C12)=O)CC)=O